1,3-dichloro-1,1,3,3-tetrafluoropropanone hydrate O.ClC(C(C(F)(F)Cl)=O)(F)F